CN(C(NCC=1SC(=NN1)C=1N(C2=CC=CC(=C2C1)NC1CCN(CC1)C)CC(F)(F)F)=O)C 3,3-dimethyl-1-[(5-{4-[(1-methylpiperidin-4-yl)amino]-1-(2,2,2-trifluoroethyl)-1H-indol-2-yl}-1,3,4-thiadiazol-2-yl)methyl]urea